COC(C1CCN(CC1)C1=CC=C(C=C1)C1C2(CCC3=CC(=CC=C13)O)CCC2)OC 1'-(4-(4-(Dimethoxymethyl)piperidin-1-yl)phenyl)-3',4'-dihydro-1'H-spiro[cyclobutane-1,2'-naphthalen]-6'-ol